C(C)(C)(C)C1=CC(=CC(C1CC1=C(C(=C(C(=C1C)CC=1C(=CC(=CC1C(C)(C)C)O)C(C)(C)C)C)CC=1C(=CC(=CC1)O)C(C)(C)C)C)(C(C)(C)C)C(C)(C)C)O 3,3',3'',5,5',5-hexa-tert-butyl-α,α',α''-(mesitylene-2,4,6-triyl)tri-p-cresol